(R)-3-(((R)-tert-butylsulfinyl)amino)-5-fluoro-3H-spiro[benzofuran-2,4'-piperidine] C(C)(C)(C)[S@@](=O)N[C@@H]1C2=C(OC13CCNCC3)C=CC(=C2)F